[O-]S(=O)(=O)C(F)(F)F.C[S+](C1=C(C=CC=C1)C)C dimethyl-(o-tolyl)sulfur triflate